FC=1C(=NC=CC1CN1[C@H]([C@@H](C1)O)C)C=1C=C2CN(C(C2=CC1)=O)C1C(NC(CC1)=O)=O 3-(5-(3-fluoro-4-(((2S,3R)-3-hydroxy-2-methylazetidin-1-yl)methyl)pyridin-2-yl)-1-oxoisoindolin-2-yl)piperidine-2,6-dione